CC1=C(C(=CC(=C1)N1C(C=2N(CC1)N=C(C2)C(F)(F)F)([2H])[2H])C)NC(CC(C)(C)C)=O N-(2,6-dimethyl-4-(2-(trifluoromethyl)-6,7-dihydropyrazolo[1,5-a]pyrazin-5(4H)-yl-4,4-d2)phenyl)-3,3-dimethyl-butanamide